BrC=1C=C2C=NN(C2=C(C1)C)COCC[Si](C)(C)C 5-bromo-7-methyl-1-((2-(trimethylsilyl)ethoxy)methyl)-1H-indazole